OC1=C(C=CC=C1)C=1C=C2N3CCN(C[C@@H]3CNC2=NN1)C(=O)[C@@H]1CN(CCC1)C1CCN(CC1)C(=O)OC(C)(C)C tert-butyl 4-[(3S)-3-[(10S)-4-(2-hydroxyphenyl)-1,5,6,8,12-pentazatricyclo[8.4.0.02,7]tetradeca-2,4,6-triene-12-carbonyl]-1-piperidyl]piperidine-1-carboxylate